6-methoxy-1'-methyl-5'-(1-(1-phenylethyl)-1H-pyrazol-4-yl)-[3,4'-bipyridin]-2'(1'H)-one COC1=CC=C(C=N1)C1=CC(N(C=C1C=1C=NN(C1)C(C)C1=CC=CC=C1)C)=O